C1(=CC=CC=C1)NC(=S)N1[C@@H](C[C@H](C1)C1=CC=CC=C1)C1=NC(=NO1)CCCC1=CC=CC=C1 (2S,4S)-N,4-diphenyl-2-(3-(3-phenylpropyl)-1,2,4-oxadiazol-5-yl)pyrrolidine-1-thiocarboxamide